2-amino-3-bromo-N-((1S)-2-cyano-1-cyclopropylethyl)-N-((5-cyano-2-pyridinyl)methyl)-6-quinolinecarboxamide NC1=NC2=CC=C(C=C2C=C1Br)C(=O)N(CC1=NC=C(C=C1)C#N)[C@@H](CC#N)C1CC1